canalIn N[C@@H](CCON)C(=O)O